C(C=CC1=CC=CC=C1)N1CCN(CC1)CCOC1=CC=C(/C=C/C2=C(C=CC=C2O)O)C=C1 ((E)-4-(2-(4-cinnamylpiperazin-1-yl)ethoxy)styryl)benzene-1,3-diol